1-(dimethylcarbamoyl)piperidin-4-yl (1-(4-(2,6-dioxopiperidin-3-yl)-3,5-difluorophenyl)azetidin-3-yl)carbamate O=C1NC(CCC1C1=C(C=C(C=C1F)N1CC(C1)NC(OC1CCN(CC1)C(N(C)C)=O)=O)F)=O